N=1C=CN2N=C(C=CC21)C=2C=CN1N=C(N=CC12)N[C@@H]1C[C@H](C1)N1CCOCC1 5-(imidazo[1,2-b]pyridazin-6-yl)-N-(trans-3-morpholinocyclobutyl)pyrrolo[2,1-f][1,2,4]triazin-2-amine